COC1=CC=C(CN(CC(=O)OC(C)(C)C)C=2C=3N(N=C(C2)N2CCOCC2)C(=CN3)CC(F)(F)F)C=C1 tert-butyl N-(4-methoxybenzyl)-N-(6-morpholino-3-(2,2,2-trifluoroethyl)imidazo[1,2-b]pyridazin-8-yl)glycinate